1-(4-fluoro-2-hydroxyphenyl)propan-1-one FC1=CC(=C(C=C1)C(CC)=O)O